CC=1N=C(C2=C(N1)NC(C(=C2)C(=O)OC)=O)N[C@H](C)C2=CC(=CC(=C2)C(F)(F)F)[N+](=O)[O-] (R)-methyl 2-methyl-4-(1-(3-nitro-5-(trifluoromethyl) phenyl) ethylamino)-7-oxo-7,8-dihydropyrido[2,3-d]pyrimidine-6-carboxylate